(1-(2-(6-(Difluoromethyl)imidazo[1,2-a]pyrazin-3-yl)pyrimidin-4-yl)piperidin-3-yl)methanamine FC(C=1N=CC=2N(C1)C(=CN2)C2=NC=CC(=N2)N2CC(CCC2)CN)F